[N+](=O)([O-])C=1C=C2C(=NNC2=CC1)C(F)(F)F 5-nitro-3-(trifluoromethyl)-1H-indazole